4-chloro-1,2-phenylene bis(pyrrolidine-1-carboxylate) N1(CCCC1)C(=O)OC1=C(C=C(C=C1)Cl)OC(=O)N1CCCC1